ClC1N(C=C(C(=N1)NC1CC2(COC2)C1)C(=O)O)[2H] 2-Chloro-4-(2-oxaspiro[3.3]hept-6-ylamino)pyrimidine-5-carboxylic acid-1-d